BrC[C@@H](CO)C |r| (R)- and (S)-3-bromo-2-methyl-propanol